C(C=C)(=O)N1CC(N(CC1)C=1C=C(C=CC1)CCC(=O)O)=O 3-(3-(4-acryloyl-2-oxopiperazin-1-yl)phenyl)propanoic acid